1-(5-bromo-4-((3,4-difluorobenzyl)oxy)-2-fluorophenyl)pyrrolidin-3-ol BrC=1C(=CC(=C(C1)N1CC(CC1)O)F)OCC1=CC(=C(C=C1)F)F